C(C1=CC=CC=C1)C1(CC(=NO1)COC1=CC=CC=C1)C(=O)OC methyl 5-benzyl-3-(phenoxymethyl)-4,5-dihydroisoxazole-5-carboxylate